C1(CC1)S(=O)(=O)N1C2CN(CC1C2)C2=CC=C(C=N2)C2=NOC(=N2)C(F)(F)F 3-(6-(6-(cyclopropylsulfonyl)-3,6-diazabicyclo[3.1.1]heptan-3-yl)pyridin-3-yl)-5-(trifluoromethyl)-1,2,4-oxadiazole